ClCC1=CC=C(O1)C(=O)OCCCCCCCCCCCCCCCC hexadecyl 5-(chloromethyl)furan-2-carboxylate